CN[C@H](C(=O)NC1CCCCC2N(C1=O)C(CC2)C(=O)NCC2=CC(=CC=C2)C(=O)N2C1C(OC(CC2)C1)=O)C 6-((S)-2-(methylamino)propanamido)-5-oxo-N-(3-(7-oxo-6-oxa-2-azabicyclo[3.2.1]octane-2-carbonyl)benzyl)decahydropyrrolo[1,2-a]azocine-3-carboxamide